ethyl 6-methoxyimidazo[1,2-a]pyridine-3-carboxylate COC=1C=CC=2N(C1)C(=CN2)C(=O)OCC